FC1=NN(C=C1C1=CN=C2N1N=C(C=C2)NC2=CC1=C(C=N2)N(C(N1[C@H]1C[C@@H](CC1)NC(OC)=O)=O)C)C([2H])([2H])[2H] Methyl ((1R,3R)-3-(6-((3-(3-fluoro-1-(methyl-d3)-1H-pyrazol-4-yl)imidazo[1,2-b]pyridazin-6-yl)amino)-3-methyl-2-oxo-2,3-dihydro-1H-imidazo[4,5-c]pyridin-1-yl)cyclopentyl)carbamate